C[Si](C)(C)C#C trimethylsilylacetylene